ClC1=C(C=C(C(=O)N(C)C2=C(C=CC=C2C)O)C=C1)C=1C=NC(=CC1C#N)C(F)(F)F 4-chloro-3-(4-cyano-6-(trifluoromethyl)pyridin-3-yl)-N-(2-hydroxy-6-methylphenyl)-N-methylbenzamide